C[C@H]1N([C@H](CC[C@H]1C)C1=CC=CC=C1)C(C(=O)NC=1C=C(C=NC1)C(=O)N)=O |r| Rac-5-[[2-[(2R,3R,6R)-2,3-dimethyl-6-phenyl-1-piperidyl]-2-oxo-acetyl]amino]pyridine-3-carboxamide